CC=1C=C(NC1)C(=O)NN 4-methyl-1H-pyrrole-2-carbohydrazide